N1C(=NC2=C1C=CC=C2)CNC2=NC(=NC=1N2N=CC1Br)N1[C@@H](CCCC1)CO [(2S)-1-(4-{[(1H-benzimidazol-2-yl)methyl]amino}-8-bromopyrazolo[1,5-a][1,3,5]triazin-2-yl)piperidin-2-yl]methanol